N(/N)=C\1/CC[C@@H]2[C@@]1(CC[C@@H]1[C@]3(CCC=4N=C(SC4C3=CC[C@@H]21)N(C2=CC=CC=C2)C)C)C (5aR,5bS,7aS,10aS,10bR,E)-8-hydrazineylidene-N,5a,7a-trimethyl-N-phenyl-5,5a,5b,6,7,7a,8,9,10,10a,10b,11-dodecahydro-4H-cyclopenta[7,8]phenanthro[2,1-d]thiazol-2-amine